P(=O)(OC[N+]1=C(C(=CC=C1)C1=CC(=NO1)CC=1C=NC(=CC1)OC1=CC(=CC(=C1)F)F)N)(O)[O-] (2-amino-3-(3-((6-(3,5-difluorophenoxy)pyridin-3-yl)methyl)isoxazol-5-yl)pyridin-1-ium-1-yl)methyl hydrogen phosphate